N-[(S)-1-(4-Chloro-phenyl)-ethyl]-3-[3-(3-fluoro-4-methoxy-benzyl)-3H-imidazo[4,5-b]pyridin-2-yl]-propionamide ClC1=CC=C(C=C1)[C@H](C)NC(CCC1=NC=2C(=NC=CC2)N1CC1=CC(=C(C=C1)OC)F)=O